S(=O)(=O)(OC1CCC2(C3CCC4(C(CCC4C3CC=C2C1)[C@H](C)CCC(NCCOCC#C)=O)C)C)[O-] 10,13-dimethyl-17-((R)-5-oxo-5-((2-(prop-2-yn-1-yloxy)ethyl)amino)pentan-2-yl)-2,3,4,7,8,9,10,11,12,13,14,15,16,17-tetradecahydro-1H-cyclopenta[a]phenanthren-3-yl sulfate